C(C)(C)/C(/C(=O)OCC(CCC)CC)=C(/C(=O)OCC(CCC)CC)\C(C)C di(2-ethylpentyl) 2,3-diisopropylmaleate